C(C)(C)(C)OC(=O)N1CC2CCC(C1)C2O 8-hydroxy-3-azabicyclo[3.2.1]octane-3-carboxylic acid tert-butyl ester